2-((4-(trifluoromethyl)benzyl)amino)-5,7-dihydro-4H-thieno[2,3-c]pyran-3-carboxylate FC(C1=CC=C(CNC2=C(C3=C(COCC3)S2)C(=O)[O-])C=C1)(F)F